4-(4-(4-methoxyphenoxy)piperidin-1-yl)-2-(methylthio)pyrimidine-5-carbonitrile COC1=CC=C(OC2CCN(CC2)C2=NC(=NC=C2C#N)SC)C=C1